ClC=1C(=CC2=C([C@@H]([C@](O2)(C2=CC=CC=C2)CNC2CCC(CC2)(C)O)C)C1C1=C(C(=O)N)C=CC(=C1F)OCCO)F 2-((2S,3S,4S)-5-chloro-6-fluoro-2-((((trans)-4-hydroxy-4-methylcyclohexyl)amino)methyl)-3-methyl-2-phenyl-2,3-dihydrobenzofuran-4-yl)-3-fluoro-4-(2-hydroxyethoxy)benzamide